FC1=C(C(=O)NC2=CC(=CC=C2)S(=O)(=O)N2CCCCC2)C=CC=N1 2-fluoro-N-(3-(piperidin-1-ylsulfonyl)phenyl)nicotinamide